[Zr].C(CCC)O normal butyl alcohol zirconium